6-methyl-4-(1-methyl-6-oxo-1,6-dihydro-[3,3'-bipyridin]-4-yl)-1-tosyl-2-(1-(trifluoromethyl)-1H-pyrazol-4-yl)-1,6-dihydro-7H-pyrrolo[2,3-c]pyridin-7-on CN1C(C2=C(C(=C1)C=1C(=CN(C(C1)=O)C)C=1C=NC=CC1)C=C(N2S(=O)(=O)C2=CC=C(C)C=C2)C=2C=NN(C2)C(F)(F)F)=O